4-methyl-2-(4-(trifluoromethyl)phenyl)quinolin-7-amine CC1=CC(=NC2=CC(=CC=C12)N)C1=CC=C(C=C1)C(F)(F)F